[Ni](Br)Br.CC ethane nickel bromide